CC1CN(CCC1)C=O (3-methylpiperidin-1-yl)methanone